trans-4-[5-(4-[[4-(Azetidin-3-yl)piperazin-1-yl]methyl]phenyl)-2-[(3,3,3-trifluoropropyl)amino]-7H-pyrrolo[2,3-d]pyrimidin-7-yl]cyclohexan-1-ol hydrochloride Cl.N1CC(C1)N1CCN(CC1)CC1=CC=C(C=C1)C1=CN(C=2N=C(N=CC21)NCCC(F)(F)F)[C@@H]2CC[C@H](CC2)O